CN1C2=C(C3=C1C(NN=C3)=O)SC(=N2)C dimethyl-4H-thiazolo[5',4':4,5]pyrrolo[2,3-d]pyridazin-5(6H)-one